C1(CCC1)OC1=CC=C(C=C1)CNC(N(CC1N(CCC1)C)CC1=CC=C(C=C1)F)=O 3-(4-Cyclobutoxyphenylmethyl)-1-(4-fluorophenylmethyl)-1-((1-methylpyrrolidin-2-yl)methyl)urea